NC(C(=O)C1(CCOCC1)NC(=O)[C@H]1N(C[C@H](C1)N1N=NC=C1C(C)(C)O)C([C@@H](CC1CCCCC1)NC(=O)NC1=CC=CC=C1)=O)=O (2S,4S)-N-(4-(2-amino-2-oxoacetyl)tetrahydro-2H-pyran-4-yl)-1-((R)-3-cyclohexyl-2-(3-phenylureido)propanoyl)-4-(5-(2-hydroxypropan-2-yl)-1H-1,2,3-triazol-1-yl)pyrrolidine-2-carboxamide